((1r,4r)-4-methoxycyclohexyl-amino)but-2-enamide COC1CCC(CC1)NC(C(=O)N)=CC